FC(C1=NN=C(S1)C1=NC=C2N1C=C(C=C2N2[C@@H]1[C@@H](OCC2)COC1)S(=O)(=O)NC1(CC1)C)F |o1:17,18| rel-3-(5-(difluoromethyl)-1,3,4-thiadiazol-2-yl)-8-((4aS,7aR)-hexahydro-4H-furo[3,4-b][1,4]oxazin-4-yl)-N-(1-methylcyclopropyl)imidazo[1,5-a]pyridine-6-sulfonamide